C(C)(C)(C)C=1C=C(C=C(C1O)C(C)(C)C)CCC(=O)O (3,5-di-tert-butyl-4-hydroxyphenyl)monopropionic acid